O=C(C(=O)OCCCCCC=CCC)C1=CC=CC=C1 6-nonenyl 2-oxo-2-phenylacetate